FC(OC1=C(C(=NN1C)C(F)(F)F)CSC1=NOCC1(C)C)F 3-[(5-difluoromethoxy-1-methyl-3-trifluoromethyl-pyrazol-4-yl)methyl-thio]-4,5-dihydro-dimethyl-isoxazole